C(C)(=O)OC([C@H](OC)[C@H](OC)[C@@H](OC)[C@@H](OC(C)=O)C)[2H] 1,5-Di-O-acetyl-1-deuterio-2,3,4-tri-O-methyl-L-rhamnitol